3-Propylaminopropan C(CC)NCCC